7-((2R,3R,4R,5S)-3,4-bis((tert-Butyldimethylsilyl)oxy)-5-((((3-methyl-5-phenylisoxazol-4-yl)methyl)thio)methyl)tetrahydrofuran-2-yl)-5-cyclopentyl-7H-pyrrolo[2,3-d]pyrimidin-4-amine [Si](C)(C)(C(C)(C)C)O[C@H]1[C@@H](O[C@@H]([C@H]1O[Si](C)(C)C(C)(C)C)CSCC=1C(=NOC1C1=CC=CC=C1)C)N1C=C(C2=C1N=CN=C2N)C2CCCC2